bis(4-(2-phenyl-propan-2-yl)phenyl)amine C1(=CC=CC=C1)C(C)(C)C1=CC=C(C=C1)NC1=CC=C(C=C1)C(C)(C)C1=CC=CC=C1